2,2-dimethyl-5-oxovaleraldehyde CC(C=O)(CCC=O)C